3-[5-[4-(methylamino)-1-piperidyl]benzimidazol-1-yl]piperidine-2,6-dione hydrochloride Cl.CNC1CCN(CC1)C1=CC2=C(N(C=N2)C2C(NC(CC2)=O)=O)C=C1